ClC1=C(C(=O)N2C[C@@H](CC2)CS(=O)(=O)[O-])C=CC(=C1OCC1=CC=C(C=C1)OC)OCC1=CC=C(C=C1)OC [(3R)-1-[2-chloro-3,4-bis[(4-methoxyphenyl)methoxy]benzoyl]pyrrolidin-3-yl]methanesulfonate